N1=C2N(C=C1)CCC2NC(=O)C=2C=NN1C2N=C(C=C1N(C)CC1=CC=C(C=C1)OC)NC=1C(N(C=CC1)C1=NC=CC=C1)=O N-(6,7-dihydro-5H-pyrrolo[1,2-a]imidazol-7-yl)-7-((4-methoxybenzyl)(methyl)amino)-5-((2-oxo-2H-[1,2'-bipyridin]-3-yl)amino)pyrazolo[1,5-a]pyrimidine-3-carboxamide